CC=1N=C(SC1S(=O)(=O)N1CCN(CC1)C[C@H](C)NC=1C2=C(N=CN1)C(=CS2)C)NC(=O)C2CN(C2)C(=O)OC(C)(C)C tert-butyl 3-{[4-methyl-5-({4-[(2S)-2-({7-methylthieno[3,2-d]pyrimidin-4-yl}amino)propyl]piperazin-1-yl}sulfonyl)-1,3-thiazol-2-yl]carbamoyl}azetidine-1-carboxylate